N-[2-(mesitylenesulfonyloxy)phenyl]-N'-[4-(mesitylenesulfonyloxy)phenyl]urea C1(=C(C(=CC(=C1)C)C)S(=O)(=O)OC1=C(C=CC=C1)NC(=O)NC1=CC=C(C=C1)OS(=O)(=O)C1=C(C=C(C=C1C)C)C)C